C(C)(C)(C)OC(=O)N1CC2=CC(=C(C=C2CC1)F)CO 6-fluoro-7-(hydroxymethyl)-3,4-dihydroisoquinoline-2(1H)-carboxylic acid tert-butyl ester